N-[2-fluoro-4-(trifluoromethyl)phenyl]-6-methoxy-1H-indole-3-sulfonamide FC1=C(C=CC(=C1)C(F)(F)F)NS(=O)(=O)C1=CNC2=CC(=CC=C12)OC